2-(1H-indol-1-yl)-6-methoxy-N-(piperazin-1-ylmethyl)-7-(3-(pyrrolidin-1-yl)propoxy)quinazolin-4-amine N1(C=CC2=CC=CC=C12)C1=NC2=CC(=C(C=C2C(=N1)NCN1CCNCC1)OC)OCCCN1CCCC1